FC1=C(OC2CCN(CC2)C2=C(C=CC(=C2)S(=O)(=O)C)[N+](=O)[O-])C=CC(=C1)F 4-(2,4-difluorophenoxy)-1-(5-(methylsulfonyl)-2-nitrophenyl)piperidine